FC=1C=C(C=CC1OC)CCC(=O)[O-] 3-(3-fluoro-4-methoxyphenyl)propanoate